Cl.Cl.CC1(NCCC(C1)N1CC(CCC1)C1=CC=CC=C1)C 2,2-dimethyl-4-(3-phenyl-1-piperidinyl)piperidine dihydrochloride